O(C1=CC=CC=C1)C1CC(CC1)S(=O)(=O)[O-] 3-phenoxycyclopentylsulfonate